OC1=CC(=C(C=O)C=C1OC)OC 4-hydroxy-2,5-dimethoxy-benzaldehyde